OC[C@H]([C@@H](CO)O)N1CCNCCNCCNCC1 10-((2R,3s)-1,3,4-trihydroxybut-2-yl)-1,4,7,10-tetraazacyclododecane